FC1=C2CC(CC2=C(C=C1OCC1=NNC=C1)F)CN1CCC2(CN(C(O2)=O)C2=NC3=C(OCC(N3)=O)N=C2)CC1 6-[8-[[4,7-difluoro-5-(1H-pyrazol-3-ylmethoxy)-2,3-dihydro-1H-inden-2-yl]methyl]-2-oxo-1-oxa-3,8-diazaspiro[4.5]decan-3-yl]-4H-pyrazino[2,3-b][1,4]oxazin-3-one